(4-chloro-2-nitrophenyl)boric acid ClC1=CC(=C(C=C1)OB(O)O)[N+](=O)[O-]